C(CCC)NC1CC(NC(C1)(C)C)(C)C 4-(Butylamino)-2,2,6,6-tetramethylpiperidine